ClC1=CC(=C(C=C1F)N1CCC2(CC1)CCNCC2)F 3-(4-chloro-2,5-difluorophenyl)-3,9-diazaspiro[5.5]undecane